CC(=O)C1=CC=CC2=CC=CC=C21 METHYLNAPHTHYLKETONE